FC(CN1N=NC2=C1C=C(C=C2)C=2C(=CN1N=C(N=C(C12)OC)N[C@H]1[C@H](CN(CC1)C1COC1)F)F)(C)F 5-(1-(2,2-difluoropropyl)-1H-benzo[d][1,2,3]triazol-6-yl)-6-fluoro-N-((3S,4R)-3-fluoro-1-(oxetan-3-yl)piperidin-4-yl)-4-methoxypyrrolo[2,1-f][1,2,4]triazin-2-amine